3-Bromo-1-(2-fluoro-4-(trifluoromethoxy)phenyl)-1H-pyrazole-5-carboxylic acid BrC1=NN(C(=C1)C(=O)O)C1=C(C=C(C=C1)OC(F)(F)F)F